7-bromo-3-(3-(isopropoxycarbonyl)piperidin-1-yl)benzo[e][1,2,4]triazine-1,4-dioxide BrC1=CC2=C([N+](=C(N=[N+]2[O-])N2CC(CCC2)C(=O)OC(C)C)[O-])C=C1